C(C)(=O)C=1C(=C(C(N(C1C)C1=C(C(=NC=C1C)C1=NC=CC=C1)F)=O)Br)OC(C)C1=NC=C(C=C1F)F acetyl-3-bromo-4-(1-(3,5-difluoropyridin-2-yl)ethoxy)-3'-fluoro-5',6-dimethyl-2H-[1,4':2',2''-terpyridin]-2-one